6-fluoro-4-(4-fluorophenyl)-N-(1-methylpiperidin-4-yl)-3,4-dihydroquinoxaline-1(2H)-carboxamide FC=1C=C2N(CCN(C2=CC1)C(=O)NC1CCN(CC1)C)C1=CC=C(C=C1)F